4-(4-{3-[(4-{2-[1-(aminomethyl)cyclopropyl]acetamido}-1-methylimidazol-2-yl)formamido]propanamido}-1-methylpyrrole-2-amido)-N-[4-(dimethylamino)butyl]-1-methylimidazole-2-carboxamide NCC1(CC1)CC(=O)NC=1N=C(N(C1)C)C(=O)NCCC(=O)NC=1C=C(N(C1)C)C(=O)NC=1N=C(N(C1)C)C(=O)NCCCCN(C)C